((2R)-5-(3,4-difluorophenyl)-2-methylpiperazin-1-yl)(1-(trifluoromethyl)cyclopropyl)methanone FC=1C=C(C=CC1F)C1NC[C@H](N(C1)C(=O)C1(CC1)C(F)(F)F)C